C(C1=CC=CC=C1)OC1=C(C(=NC(=C1)C1=C(C=C(C=C1)C(C)(C)C)OCCO[Si](C)(C)C(C)(C)C)C)C 4-(benzyloxy)-6-(4-(tert-butyl)-2-(2-((tert-butyldimethylsilyl)oxy)ethoxy)phenyl)-2,3-dimethylpyridine